N-(4-((4-benzoyl-4-(pyridin-2-yl)piperidin-1-yl)methyl)phenyl)acetamide C(C1=CC=CC=C1)(=O)C1(CCN(CC1)CC1=CC=C(C=C1)NC(C)=O)C1=NC=CC=C1